7,9-dimethyl-5-phosphaspiro[4.5]decane bromide [Br-].CC1CP2(CCCC2)CC(C1)C